ClC1=CC=C(C(=N1)C#N)O[C@H](C)C=1C=C(C=C2C(C(=C(OC12)C=1C=CC=2C(N1)=CN(N2)C)C)=O)C 6-Chloro-3-[(1R)-1-[3,6-dimethyl-2-(2-methylpyrazolo[4,3-b]pyridin-5-yl)-4-oxo-chromen-8-yl]ethoxy]pyridine-2-carbonitrile